Kalium Cetylphosphate C(CCCCCCCCCCCCCCC)OP(=O)([O-])[O-].[K+].[K+]